CC(=O)C=1C=2CCC(C2C=C(C1)C(C)(C)C)(C)C 6-tert.-butyl-1,1-dimethyl-4-indanyl methyl ketone